(2R,4R)-1-cyano-N-[2-[(4,4-difluorocyclohexyl)amino]-1-(5-fluoro-3-pyridyl)-2-oxo-ethyl]-4-fluoro-N-[4-(pentafluoro-λ6-sulfanyl)phenyl]pyrrolidine-2-carboxamide C(#N)N1[C@H](C[C@H](C1)F)C(=O)N(C1=CC=C(C=C1)S(F)(F)(F)(F)F)C(C(=O)NC1CCC(CC1)(F)F)C=1C=NC=C(C1)F